tert-butyl (R)-4-(5-cyano-2-(1-methyl-1H-pyrazol-4-yl)pyrimidin-4-yl)-2-isobutylpiperazine-1-carboxylate C(#N)C=1C(=NC(=NC1)C=1C=NN(C1)C)N1C[C@H](N(CC1)C(=O)OC(C)(C)C)CC(C)C